2-{[bis(2-thienylmethyl)carbamoyl](butyl)amino}-N,N-bis(2-thienylmethyl)ethanesulfonamide S1C(=CC=C1)CN(C(=O)N(CCS(=O)(=O)N(CC=1SC=CC1)CC=1SC=CC1)CCCC)CC=1SC=CC1